nickel-copper-manganese oxide [O-2].[Mn+2].[Cu+2].[Ni+2].[O-2].[O-2]